CN1CC(C1)(C)[C@@](C=1C=C(C=NC1)CCC(C(C)C)O)(C1=CC=C(C=C1)C(C)C)O 1-{5-[(R)-(1,3-dimethyl-azetidin-3-yl)-hydroxy-(4-isopropyl-phenyl)-methyl]-pyridin-3-yl}-4-methyl-pentan-3-ol